N-[1-(4-Chloro-3-cyano-1H-indol-7-yl)piperidin-4-yl]-4-[4-(dibutoxymethyl)piperidin-1-yl]-2-methylbenzamide ClC1=C2C(=CNC2=C(C=C1)N1CCC(CC1)NC(C1=C(C=C(C=C1)N1CCC(CC1)C(OCCCC)OCCCC)C)=O)C#N